2-benzyl-1-(2-bromoethoxy)-4-methylbenzene C(C1=CC=CC=C1)C1=C(C=CC(=C1)C)OCCBr